C1(CC1)C1=NOC(=N1)C12CCC(CC1)(CC2)CN(C(=O)C2COCCC2)C2=CC(=CC=C2)C=2N=C(N(C2)C)C2CC2 N-((4-(3-cyclopropyl-1,2,4-oxadiazol-5-yl)bicyclo[2.2.2]octan-1-yl)methyl)-N-(3-(2-cyclopropyl-1-methyl-1H-imidazol-4-yl)phenyl)tetrahydro-2H-pyran-3-carboxamide